5-[[3-[(4,5-dichloro-6-oxo-pyridazin-1-yl)methyl]oxetan-3-yl]amino]-N,N,2-trimethyl-benzenesulfonamide ClC=1C=NN(C(C1Cl)=O)CC1(COC1)NC=1C=CC(=C(C1)S(=O)(=O)N(C)C)C